C(C1=CC=CC=C1)OC=1C(=CC(=C(C1)CCNC(OC(C)(C)C)=O)C(\C=C\C1=CN(C2=NC=C(C=C21)OC)C)=O)OC tert-Butyl (2-{5-(benzyloxy)-4-methoxy-2-[(2E)-3-(5-methoxy-1-methyl-1H-pyrrolo[2,3-b]pyridin-3-yl)prop-2-enoyl]phenyl}ethyl)carbamate